FC(C(C(C(F)(F)F)(F)F)(F)F)(C1=CC=C(OC2=NC=C(C(=O)N)C=C2)C=C1)F 6-(4-(perfluorobutyl)phenoxy)nicotinamide